COC=1N=CC=C2C=CN(C12)C 7-methoxy-1-methyl-6-azaindole